8,8-dimethyl-7-oxo-2-(phenylsulfonyl)-2-azaspiro[3.5]non-5-ene-6-carbonitrile CC1(C(C(=CC2(CN(C2)S(=O)(=O)C2=CC=CC=C2)C1)C#N)=O)C